3-(2-hydroxy-4-(trifluoromethyl)phenyl)-2-oxo-5-(prop-1-en-2-yl)pyridin OC1=C(C=CC(=C1)C(F)(F)F)C=1C(NC=C(C1)C(=C)C)=O